C1(=CC=C(C=C1)CCNC(=O)[C@@H]1CN(CC[C@H]1NC(=O)C1=NOC(=C1)C1=C(C=C(C=C1)F)F)C1CCCCC1)C (3R,4R)-1-cyclohexyl-4-{[5-(2,4-difluoro-phenyl)-isoxazole-3-carbonyl]-amino}-piperidine-3-carboxylic acid (2-p-tolyl-ethyl)-amide